C(C)(C)(C)C1=C(OC2CN(C2)C(CCC(=O)O)=O)C=CC(=C1)Cl 4-[3-(2-tert-butyl-4-chlorophenoxy)azetidin-1-yl]-4-oxobutanoic acid